N-(3-cyano-4-methyl-1H-indazol-7-yl)-1-(fluoromethyl)pyrazole-4-sulfonamide C(#N)C1=NNC2=C(C=CC(=C12)C)NS(=O)(=O)C=1C=NN(C1)CF